C(C)(C)(C)C1=CC=C(C(=C1)C1=C(C(=C(C(=C1[2H])[2H])[2H])[2H])[2H])N 5-(tert-butyl)-[1,1'-biphenyl]-2',3',4',5',6'-d5-2-amine